FC1=C(C=CC(=C1)F)C1=CC=NS1 5-(2,4-difluoro-phenyl)-isothiazole